2-(1H-pyrazol-4-yl)-N-(3-(pyridin-2-yl)-1-(tetrahydrofuran-3-yl)-1H-pyrazol-4-yl)thiazole-4-carboxamide copper [Cu].N1N=CC(=C1)C=1SC=C(N1)C(=O)NC=1C(=NN(C1)C1COCC1)C1=NC=CC=C1